(3R)-11-(2,4-difluorophenyl)-3-(2-methoxyethoxy)-8-(piperazin-1-yl)-10-(trifluoromethyl)-3,4-dihydro-2H,6H-[1,4]thiazepino[2,3,4-ij]quinazolin-6-one FC1=C(C=CC(=C1)F)C1=C(C=C2C(=NC(N3C2=C1SC[C@@H](C3)OCCOC)=O)N3CCNCC3)C(F)(F)F